(2S,4R)-N-[[2-chloro-6-[methyl(3-pyridylmethyl)amino]phenyl]methyl]-1-[(2S)-2-(4-cyclopropyltriazol-1-yl)-3,3-dimethyl-butanoyl]-4-hydroxy-pyrrolidine-2-carboxamide ClC1=C(C(=CC=C1)N(CC=1C=NC=CC1)C)CNC(=O)[C@H]1N(C[C@@H](C1)O)C([C@H](C(C)(C)C)N1N=NC(=C1)C1CC1)=O